5-bromo-3-((2,4-dichlorophenylimino)-methyl)-2-(isobutyryl-oxy)phenyl nicotinate C(C1=CN=CC=C1)(=O)OC1=C(C(=CC(=C1)Br)C=NC1=C(C=C(C=C1)Cl)Cl)OC(C(C)C)=O